((2R,3S)-3-hydroxytetrahydrofuran-2-yl)methyl 4-methylbenzenesulfonate CC1=CC=C(C=C1)S(=O)(=O)OC[C@H]1OCC[C@@H]1O